N-((3s,5s,7s)-adamantan-1-yl)-2-(chloromethyl)-5-phenyloxazole-4-carboxamide C12(CC3CC(CC(C1)C3)C2)NC(=O)C=2N=C(OC2C2=CC=CC=C2)CCl